difluoro-butene FC(=CCC)F